(R)-8-(7-chloro-1H-indole-2-carbonyl)-N-((R)-4-fluoro-3-oxo-1-((R)-2-oxopyrrolidin-3-yl)butan-2-yl)-5-oxa-8-azaspiro[3.5]nonane-9-carboxamide ClC=1C=CC=C2C=C(NC12)C(=O)N1CCOC2(CCC2)[C@@H]1C(=O)N[C@H](C[C@@H]1C(NCC1)=O)C(CF)=O